(3-bromobenzamidomethyl)-16-oxo-androsta-5-en-3beta-ol acetate C(C)(=O)O[C@@H]1CC2=CC[C@H]3[C@@H]4CC(C[C@@]4(CCNC(C4=CC(=CC=C4)Br)=O)CC[C@@H]3[C@]2(CC1)C)=O